C(C)(=O)NC=1NC(C=2N=CN([C@H]3[C@](O)([C@](O)([C@@H](C(O)C(C)=O)O3)C(C)=O)C(C)=O)C2N1)=O N-acetyl-2',3',5'-triacetyl-guanosine